4-(2-(4-(6-((4-chloro-2-fluorobenzofuran-7-yl)methoxy)pyridin-2-yl)cyclohex-3-en-1-yl)acetamido)-3-((((S)-oxetan-2-yl)methyl)amino)benzoic acid methyl ester COC(C1=CC(=C(C=C1)NC(CC1CC=C(CC1)C1=NC(=CC=C1)OCC1=CC=C(C=2C=C(OC21)F)Cl)=O)NC[C@H]2OCC2)=O